2-({4-[3-(2-methylphenoxy)benzoyl]piperazin-1-yl}methyl)-1-{[(2S)-oxetan-2-yl]methyl}-1H-1,3-benzodiazole-6-carboxylic acid CC1=C(OC=2C=C(C(=O)N3CCN(CC3)CC3=NC4=C(N3C[C@H]3OCC3)C=C(C=C4)C(=O)O)C=CC2)C=CC=C1